C(C1=CC=CC=C1)(C1=CC=CC=C1)(C1=CC=CC=C1)OC[C@@H](CCCCCCCCCCCCCCCCCC)O (2R)-1-trityloxyeicosan-2-ol